C(C1=CC=CC=C1)C1=NN=C(O1)C(=O)N[C@@H]1C(N(C=2N(CC1)N=C(C2)C2CC2)C)=O (S)-5-Benzyl-N-(2-cyclopropyl-4-methyl-5-oxo-5,6,7,8-tetrahydro-4H-pyrazolo[1,5-a][1,3]diazepin-6-yl)-1,3,4-oxadiazol-2-carboxamid